The molecule is a germacranolide isolated from Elephantopus mollis and has been shown to exhibit antineoplastic activity. It has a role as a metabolite and an antineoplastic agent. It is a gamma-lactone, an enoate ester, a germacranolide, an organic heterotricyclic compound and a cyclic ether. CCO[C@@]12/C=C(\\C[C@@H]([C@@H]3[C@@H]([C@@H](O1)C(=C2)C)OC(=O)C3=C)OC(=O)C(=C)C)/C